ClC=1C(N(N=CC1N1C[C@@H](CC1)OC1=NC=CC(=C1)C=1C(=NN(C1C)CC)C)CCO)=O (R)-4-chloro-5-(3-((4-(1-ethyl-3,5-dimethyl-1H-pyrazol-4-yl)pyridin-2-yl)oxy)pyrrolidin-1-yl)-2-(2-hydroxyethyl)pyridazin-3(2H)-one